NC=1C2=C(N=CN1)N(C(=C2C2=CC=C(C=C2)C(=O)N2CCCC2)C2=CC=C(C=C2)NC(OC)=O)C methyl (4-(4-amino-7-methyl-5-(4-(pyrrolidine-1-carbonyl)phenyl)-7H-pyrrolo[2,3-d]pyrimidin-6-yl)phenyl)carbamate